dioctylheptanehydrazide C(CCCCCCC)C(C(=O)NN)(CCCCC)CCCCCCCC